FC=1C=C2C(=CC(=NC2=CC1)C(F)(F)F)OC1CCN(CC1)C(=O)OC(C)(C)C tert-butyl 4-((6-fluoro-2-(trifluoromethyl)quinolin-4-yl)oxy)piperidine-1-carboxylate